methyl iodide 2-fluoro-6-(2H-1,2,3-triazol-2-yl)benzoate FC1=C(C(=O)O)C(=CC=C1)N1N=CC=N1.CI